(3S,4R)-tert-butyl 4-isopropyl-3-nitro-3,4-dihydropyridine-1(2H)-carboxylate C(C)(C)[C@H]1[C@@H](CN(C=C1)C(=O)OC(C)(C)C)[N+](=O)[O-]